ClC=1C=CC(=C(C1)C=1N=CNC1C=1N=C2C=C(C=NC2=CC1)NCCN1C[C@H](N[C@H](C1)C)C)F 6-(4-(5-chloro-2-fluorophenyl)-1H-imidazol-5-yl)-N-(2-((3R,5S)-3,5-dimethylpiperazin-1-yl)ethyl)-1,5-naphthyridin-3-amine